bis(mono-oleoyl-glycerol) phosphate P(=O)(O)(O)O.C(CCCCCCC\C=C/CCCCCCCC)(=O)C(CO)(O)CO.C(CCCCCCC\C=C/CCCCCCCC)(=O)C(CO)(O)CO